benzyl 4-(7-(((tert-butoxycarbonyl)amino)methyl)-1,6-naphthyridin-2-yl)piperazine-1-carboxylate C(C)(C)(C)OC(=O)NCC1=NC=C2C=CC(=NC2=C1)N1CCN(CC1)C(=O)OCC1=CC=CC=C1